tert-butyl (3S)-3-(((3-(2,6-dioxopiperidin-3-yl)-1-methyl-1H-indazol-7-yl)amino)methyl)piperidine-1-carboxylate O=C1NC(CCC1C1=NN(C2=C(C=CC=C12)NC[C@H]1CN(CCC1)C(=O)OC(C)(C)C)C)=O